COC=1C=C2C(=CC=NC2=CC1OC)OC1=CC(=CC(=C1)N1N=CC=C1)OC 6,7-dimethoxy-4-(3-methoxy-5-(1H-pyrazol-1-yl)phenoxy)quinoline